4-Hydroxy-3-(1,2,3,4-tetrahydro-1-naphthyl)cumarin OC1=C(C(OC2=CC=CC=C12)=O)C1CCCC2=CC=CC=C12